(2R)-2-(3-(dimethylamino)-2,5-dioxopyrrolidin-1-yl)-N-(2-fluorobenzyl)propionamide sulfate S(=O)(=O)(O)O.CN(C1C(N(C(C1)=O)[C@@H](C(=O)NCC1=C(C=CC=C1)F)C)=O)C